C12NCC(CC1)(C2)C2(CC2)O 1-(2-azabicyclo[2.2.1]heptan-4-yl)cyclopropanol